4-{[4-(2,6-dioxopiperidin-3-yl)pyridin-2-yl]amino}cyclohexane-1-carboxylic acid O=C1NC(CCC1C1=CC(=NC=C1)NC1CCC(CC1)C(=O)O)=O